FC1=NC=CC(=C1N)N 2-fluoro-3,4-pyridinediamine